Oxalo succinate C(CCC(=O)[O-])(=O)OC(=O)C(=O)O